ClC1=NC=2C=CC=CC2C2=C1NC(N2CC2=CC(=CC=C2)C2=NC=CC=C2)=O 4-chloro-1-(3-(pyridine-2-yl)benzyl)-1H-imidazo[4,5-c]Quinolin-2(3H)-one